Disodium N-Lauroyl Aspartate CCCCCCCCCCCC(=O)N[C@@H](CC(=O)[O-])C(=O)[O-].[Na+].[Na+]